3-(propan-2-yl)urea CC(C)NC(N)=O